3-(3-hydroxy-5-(1-hydroxy-3-(3-hydroxy-phenyl)propan-2-yl)phenyl)propanoic acid OC=1C=C(C=C(C1)C(CO)CC1=CC(=CC=C1)O)CCC(=O)O